tert-butyl 2-[(1,3-dihydropyrrolo[3,4-c]pyridine-2-carbonylamino)methyl]-8-azaspiro[2.5]octane-8-carboxylate C1N(CC=2C=NC=CC21)C(=O)NCC2CC21CCCCN1C(=O)OC(C)(C)C